COCCC1=NN=C2N1CCN(C2)C(=O)C=2C=C(C=CC2)C2=NC1=C(N2)C=CC=C1C(=O)N 2-(3-(3-(2-methoxyethyl)-5,6,7,8-tetrahydro-[1,2,4]triazolo[4,3-a]pyrazine-7-carbonyl)phenyl)-1H-benzo[d]imidazole-4-carboxamide